2-(5-bromothiophen-2-yl)ethane-1-amine BrC1=CC=C(S1)CCN